ClC=1C=C2C(=C3C(=C4CCC[N+]5=C4C(=C3)CCC5)OC2=CC1F)C1=C(C=C(C=C1)S(=O)(=O)O)S(=O)(=O)[O-] 2-(11-chloro-12-fluoro-1,2,3,5,6,7-hexahydrochromeno[2,3-f]pyrido[3,2,1-ij]quinolin-4-ium-9-yl)-5-sulfobenzenesulfonate